(R)-4-oxohexahydropyrazino[2,1-c][1,4]oxazin O=C1N2[C@@H](COC1)CNCC2